4-(2-chloro-3-(pyrrolidin-1-ylmethyl)phenyl)-1H-1,2,3-triazol ClC1=C(C=CC=C1CN1CCCC1)C=1N=NNC1